N-(2-aminoethyl)carbamoyl-dihydronicotinyl alcohol NCCNC(=O)N1CC(CO)C=CC1